indium(III) ((benzothiazol-2-yl)-7-(diethylamino)-coumarin) S1C(=NC2=C1C=CC=C2)C=2C(OC1=CC(=CC=C1C2)N(CC)CC)=O.[In+3]